1,3-dichloro-2-fluoropropane ClCC(CCl)F